C1(CCC1)C=1C(=NN(C1NC(C[C@@H]1C(C(C1)(F)F)(F)F)=O)C)CC(C)(C)C (S)-N-(4-cyclobutyl-1-methyl-3-neopentyl-1H-pyrazol-5-yl)-2-(2,2,3,3-tetrafluorocyclobutyl)-acetamide